(Z)-2-(2,6-dioxopiperidin-3-yl)-5-(6-(4-(4-(1-(4-hydroxyphenyl)-2-phenylbut-1-en-1-yl)phenoxy)butyl)-2,6-diazaspiro[3.3]heptan-2-yl)isoindoline-1,3-dione O=C1NC(CCC1N1C(C2=CC=C(C=C2C1=O)N1CC2(C1)CN(C2)CCCCOC2=CC=C(C=C2)\C(=C(\CC)/C2=CC=CC=C2)\C2=CC=C(C=C2)O)=O)=O